N[C@@H](C)C1=NC(=NN1C1=CC=C(C=N1)C#N)OCC 6-[5-[(1S)-1-aminoethyl]-3-ethoxy-1,2,4-triazol-1-yl]Pyridine-3-carbonitrile